(R)-2-methyl-N-((R)-3-aza-spiro[5.5]undecan-7-yl)propane-2-sulfinamide CC(C)(C)[S@@](=O)N[C@H]1C2(CCNCC2)CCCC1